Cl.COC1=CC=C(C=C1)C1=CC=2C3=C(NC2C=C1)CCNC3 8-(4-methoxyphenyl)-2,3,4,5-tetrahydro-1H-pyrido[4,3-b]indole hydrochloride